1-(5-{5-[2-cyclopropyl-6-(trifluoromethyl)pyridin-4-yl]-7-[(3-methoxy-2,2-dimethylpropyl)(methyl)amino]-1H-imidazo[4,5-b]pyridin-2-yl}pyrazin-2-yl)piperidine-4-carboxylic acid C1(CC1)C1=NC(=CC(=C1)C1=CC(=C2C(=N1)N=C(N2)C=2N=CC(=NC2)N2CCC(CC2)C(=O)O)N(C)CC(COC)(C)C)C(F)(F)F